CC1=C(SC=2N=CNC(C21)=O)C(=O)N 5-Methyl-4-oxo-3H,4H-thieno[2,3-d]pyrimidine-6-carboxamide